F.NC=1SC=CN1 2-aminothiazole mono-hydrofluoric acid salt